Tert-butyl (7-chloro-4-((4-oxo-2-thioxo-2,3,4,5-tetrahydro-1H-pyrrolo[3,2-d]pyrimidin-1-yl)methyl)-2,3-dihydrobenzofuran-3-yl)carbamate ClC1=CC=C(C=2C(COC21)NC(OC(C)(C)C)=O)CN2C(NC(C1=C2C=CN1)=O)=S